2-allyl-1-(6-(2-hydroxypropan-2-yl)pyridin-2-yl)-6-((2-methylbenzo[d]thiazol-5-yl)amino)-1,2-dihydro-3H-pyrazolo[3,4-d]pyrimidin-3-one C(C=C)N1N(C2=NC(=NC=C2C1=O)NC=1C=CC2=C(N=C(S2)C)C1)C1=NC(=CC=C1)C(C)(C)O